BrC1=CC=C(C=C1)C(CC(=O)C1=CC=CC=C1)=O 1-p-bromophenyl-3-phenyl-1,3-propanedione